COC1=CC=C(C=C1)S(=O)(=O)NC12CC3CC(CC(C1)C3)C2 4-Methoxy-N-(tricyclo[3.3.1.13,7]dec-1-yl)benzenesulfonamide